(S)-3-(difluoro(methoxy)methyl)-6-(6-((1,1-difluoropropan-2-yl)oxy)pyridin-3-yl)-[1,2,4]triazolo[4,3-a]pyrazine pentasodium [Na].[Na].[Na].[Na].[Na].FC(C1=NN=C2N1C=C(N=C2)C=2C=NC(=CC2)O[C@H](C(F)F)C)(OC)F